8-(4-fluorophenyl)-N-[(4-methoxyphenyl)methyl]-N-({1-[(4-methoxyphenyl)methyl]-1H-benzimidazol-2-yl}methyl)-2-(morpholin-4-yl)pyrazolo[1,5-a][1,3,5]triazin-4-amine FC1=CC=C(C=C1)C=1C=NN2C1N=C(N=C2N(CC2=NC1=C(N2CC2=CC=C(C=C2)OC)C=CC=C1)CC1=CC=C(C=C1)OC)N1CCOCC1